7-((5-(3-(dimethylamino)pyrrolidine-1-carbonyl)-1H-indazol-3-yl)ethynyl)indolin-2-one CN(C1CN(CC1)C(=O)C=1C=C2C(=NNC2=CC1)C#CC=1C=CC=C2CC(NC12)=O)C